(3Z)-3-(3-oxoindolin-2-ylidene)-1-undecanoyl-indolin-2-one O=C1/C(/NC2=CC=CC=C12)=C\1/C(N(C2=CC=CC=C12)C(CCCCCCCCCC)=O)=O